C(CC)S(=O)(=S)[O-] thiopropanesulfonate